C(C1=CC=C(C(=O)OCCC2=CC(=C(C(=C2)CCCCCCCC)O)N2N=C3C(=N2)C=CC=C3)C=C1)(=O)OCCC1=CC(=C(C(=C1)CCCCCCCC)O)N1N=C3C(=N1)C=CC=C3 Bis(2-(3-(2H-benzotriazol-2-yl)-4-hydroxy-5-octylphenyl) ethyl) terephthalate